C(C)OC1CCC(CC1)N1N=C(C(=C1)NC(=O)C=1OC(=CC1)C=1C=NNC1)C1=NC=CC=C1F N-(1-((1r,4r)-4-ethoxycyclohexyl)-3-(3-fluoropyridin-2-yl)-1H-pyrazol-4-yl)-5-(1H-pyrazol-4-yl)furan-2-carboxamide